C(=O)O.N[C@H]1CN(CC1)C(=O)NCCNC(C1=C(C=C(C=C1)NC=1C=2N(C=CN1)C(=CN2)C=2C(=NNC2)C(F)(F)F)CC)=O (R)-3-amino-N-(2-(2-ethyl-4-((3-(3-(trifluoromethyl)-1H-pyrazol-4-yl)imidazo[1,2-a]pyrazin-8-yl)amino)benzamido)ethyl)pyrrolidine-1-carboxamide formate